5-(chloromethyl)-3-(3-chlorophenyl)-1,2,4-oxadiazole ClCC1=NC(=NO1)C1=CC(=CC=C1)Cl